(E)-3-phenyl-N-(1H-pyrazol-3-yl)-N-(tetrahydrofuran-2-ylmethyl)prop-2-en-amide C1(=CC=CC=C1)/C=C/C(=O)N(CC1OCCC1)C1=NNC=C1